1-(tert-butyl)-1,3-dihydro-2H-cyclopenta[b]Benzofuran-2,2-dicarboxylic acid diethyl ester C(C)OC(=O)C1(C(C2=C(OC3=C2C=CC=C3)C1)C(C)(C)C)C(=O)OCC